BrC1=NN2C(N=CC=C2C2CN(CCC2)CC2=CC(=C(C=C2)Cl)Cl)=C1 2-Bromo-7-(1-(3,4-dichlorobenzyl)piperidin-3-yl)pyrazolo[1,5-a]pyrimidine